ethyl (4E,8E)-decadienoate C(C=C\C=C\CCCCC)(=O)OCC